(2-fluoro-6-((3-fluoroazetidin-1-yl)methyl)phenyl)-methylamine FC1=C(C(=CC=C1)CN1CC(C1)F)NC